methyl 5'H-spiro[cyclobutane-1,7'-furo[3,4-d]pyrimidine]-2'-carboxylate N1=C(N=CC2=C1C1(OC2)CCC1)C(=O)OC